O-(2-aminoethyl)-O'-(2-carboxyethyl)-undecanediol NCCOC(CCCCCCCCCC)OCCC(=O)O